6-((4-((S)-3-aminopiperidin-1-yl)-5-(1-isopropyl-1H-pyrazol-4-yl)pyridin-2-yl)amino)-2-(2-fluoro-6-methoxyphenyl)nicotinonitrile N[C@@H]1CN(CCC1)C1=CC(=NC=C1C=1C=NN(C1)C(C)C)NC1=NC(=C(C#N)C=C1)C1=C(C=CC=C1OC)F